C(CCC)NCC(=O)O N-(Butyl)glycin